hexamethylpyrimidopyridine CC1(N(C(N(C=2C=CC=NC21)C)(C)C)C)C